BrC=1C(=NC2=CC=CC=C2C1)C1=CC2=CC=CC=C2C=C1 3-bromo-2-(naphthalen-2-yl)quinoline